COC1=CC=C(C=C1)/C=C/C(=O)N(C1=NC=CC=C1)CCSC (E)-3-(4-methoxyphenyl)-N-(2-methylsulfanyl-ethyl)-N-(2-pyridinyl)prop-2-enamide